ClC1=C(C(=C(CNC(=O)[C@]2(C=3C=CC=NC3[C@@](CC2)(C)O)F)C=C1)F)F (5s,8s)-N-(4-chloro-2,3-difluorobenzyl)-5-fluoro-8-hydroxy-8-methyl-5,6,7,8-tetrahydroquinoline-5-carboxamide